FC1=CC=CC(=N1)OC1C(C2=C(C=CC=C2C1)SC(F)(F)F)=O (6-Fluoropyridin-2-yloxy)-7-(trifluoromethylthio)-2,3-dihydro-1H-inden-1-one